3-fluoro-N,N-dimethyl-4-(3-(3-(4-(trifluoromethyl)phenyl)ureido)-1H-indol-5-yl)benzamide FC=1C=C(C(=O)N(C)C)C=CC1C=1C=C2C(=CNC2=CC1)NC(=O)NC1=CC=C(C=C1)C(F)(F)F